O1C2N(C3CCC1C3)CC=3N(C2)C=CCC3[O-] 2,3,4,5,7,9,13,13a-octahydro-2,5-methanopyrido[1',2':4,5]pyrazino[2,1-b][1,3]oxazepin-8-olate